6-(4-cyclopropyl-6-methoxypyrimidin-5-yl)-1-(4-(1-isopropyl-4-(trifluoromethyl)-1H-imidazol-2-yl)benzyl)-1H-pyrazolo[3,4-d]pyrimidinegentisic acid C1(CC1)C1=NC=NC(=C1C1=NC=C2C(=N1)N(N=C2C=2C(=CC=C(C2C(=O)O)O)O)CC2=CC=C(C=C2)C=2N(C=C(N2)C(F)(F)F)C(C)C)OC